N-(3-cyanobenzyl)pyridine-2-amine C(#N)C=1C=C(CNC2=NC=CC=C2)C=CC1